5-(((3,5-dimethoxyphenyl)amino)methyl)-2-(methylthio)-N-(4-nitrophenyl)pyrimidin-4-amine COC=1C=C(C=C(C1)OC)NCC=1C(=NC(=NC1)SC)NC1=CC=C(C=C1)[N+](=O)[O-]